(cis)-tert-butyl 4-((S*)-4-(allyloxy)-2-hydroxy-3,3-dimethyl-4-oxobutyl)-3,3-difluorohexahydropyrrolo[3,2-b]pyrrole-1(2H)-carboxylate C(C=C)OC(C([C@@H](CN1CC[C@@H]2N(CC([C@@H]21)(F)F)C(=O)OC(C)(C)C)O)(C)C)=O |o1:6|